(chloromethyl)triethoxysilane ClC[Si](OCC)(OCC)OCC